6-(1-acryloylazetidin-3-yl)-2-(3-hydroxynaphthalen-1-yl)-3,4-dihydroisoquinolin-1(2H)-one C(C=C)(=O)N1CC(C1)C=1C=C2CCN(C(C2=CC1)=O)C1=CC(=CC2=CC=CC=C12)O